3-(5-Ethyl-4-oxo-7-propyl-4,5-dihydro-3H-pyrrolo[3,2-d]pyrimidin-2-yl)-4-propoxybenzenesulfonic acid C(C)N1C=C(C=2N=C(NC(C21)=O)C=2C=C(C=CC2OCCC)S(=O)(=O)O)CCC